4-PYRIMIDIN-5-YLMETHYL-MORPHOLINE N1=CN=CC(=C1)CN1CCOCC1